CC1=CC=C(C=C1)S(=O)(=O)C(C(C(C(C)=O)=O)C)S(=O)(=O)C1=CC=C(C)C=C1 bis-(p-toluenesulfonyl)-2-methyl-3,4-pentanedione